C12=NN=C(N1)N=C1N=NC(=N1)N=C1N=NC(N1)=CC=1C=CC(N1)=C2 octaazaporphyrin